ClC=1C=C2C=NN(C2=CC1[C@@H]1CN(CC1)C1COC1)C=1C=NN(C1)C |o1:10| (R or S)-5-chloro-1-(1-methyl-1H-pyrazol-4-yl)-6-(1-(oxetan-3-yl)pyrrolidin-3-yl)-1H-indazole